(5-phenyl-4,5-dihydro-1H-pyrazol-1-yl)(1-(thiazole-4-carbonyl)piperidin-4-yl)methanone C1(=CC=CC=C1)C1CC=NN1C(=O)C1CCN(CC1)C(=O)C=1N=CSC1